NCCO[Si](O)(O)CCCN (aminoethyl)-3-aminopropylsilanetriol